C(C)(C)(C)OC(=O)N1C2(CC(CC1(CC2)C)N)C tert-butyl-3-amino-1,5-dimethyl-8-azabicyclo[3.2.1]octane-8-carboxylate